NC1=[N+](C=CC=C1Br)C1=CC=CC=C1 L-2-aminobromophenyl-pyridinium